FC(C1=NN=C(O1)C=1C=CC(=NC1)N1CCC2(CN(C2)C(=O)[O-])CC1)F 7-(5-(5-(difluoromethyl)-1,3,4-oxadiazol-2-yl)pyridin-2-yl)-2,7-diazaspiro[3.5]nonane-2-carboxylate